CN1N=CC2=C(C=CC=C12)B1OC(C(O1)(C)C)(C)C 1-methyl-4-(4,4,5,5-tetramethyl-1,3,2-dioxaborolan-2-yl)indazole